C(#N)CCN(C(=O)C1=CC=C(C=C1)B(O)O)C (4-((2-cyanoethyl)(methyl)carbamoyl)phenyl)boronic acid